N-Boc-N-methyl-1,2-diselenane-4-amine C(=O)(OC(C)(C)C)N(C1C[Se][Se]CC1)C